C(CC1=CC=CC=C1)N1CCC(CC1)N(C(=O)C=1SC=CC1)C1=CC=CC=C1 N-(1-phenethylpiperidin-4-yl)-N-phenylthiophene-2-carboxamide